BrC=1C=C(C=CC1)C(C(=O)OC)(CCCC1(CC1)CO)C methyl 2-(3-bromophenyl)-5-(1-(hydroxymeth-yl)cyclopropyl)-2-meth-ylpentanoate